OCCN1CCN(CC1)CCO 1,4-bis(2-hydroxyethyl)-piperazine